C1(=CC=CC=C1)NC1=CC=CC(=N1)C(=O)N1CCC(CC1)NC(OC(C)(C)C)=O tert-Butyl (1-(6-(phenylamino)picolinoyl)piperidin-4-yl)carbamate